3-ethoxyprop-2-enoyl chloride C(C)OC=CC(=O)Cl